NC1=NC2=C(C=CC(=C2C=N1)Cl)C1=C(C2=C(OCCN2)N=C1)C 7-(2-Amino-5-chloroquinazolin-8-yl)-8-methyl-2,3-dihydro-1H-pyrido[2,3-b][1,4]oxazine